2-Oxo-5-(4-(pyrazin-2-ylmethoxy)phenyl)-6-(trifluoromethyl)-1,2-dihydropyridine-3-carboxamide O=C1NC(=C(C=C1C(=O)N)C1=CC=C(C=C1)OCC1=NC=CN=C1)C(F)(F)F